Tri(9-carbazolyl)triphenylamine C1=CC=CC=2C3=CC=CC=C3N(C12)C1=C(C(=C(C=C1)N(C1=CC=CC=C1)C1=CC=CC=C1)N1C2=CC=CC=C2C=2C=CC=CC12)N1C2=CC=CC=C2C=2C=CC=CC12